triphenylphosphate-normal hexane CCCCCC.C1(=CC=CC=C1)OP(=O)(OC1=CC=CC=C1)OC1=CC=CC=C1